FC=1C=C(C=CC1C=O)NC1=NC=C(C(=N1)NC1=C(C(=O)NC)C=CC=C1)C(F)(F)F 2-((2-((3-fluoro-4-formylphenyl)amino)-5-(trifluoromethyl)pyrimidin-4-yl)-amino)-N-methylbenzamide